C(C)OC(OCC)[SiH2]CCCSSSSCCC[SiH2]C(OCC)OCC bis(3-Diethoxymethylsilylpropyl)tetrasulfide